dinitrophenyl-nitrogen [N+](=O)([O-])N(C1=CC=CC=C1)[N+](=O)[O-]